NC=1C2=C(N=CN1)N(C=C2C2=CC=C(C=C2)NC(=O)NC2=NOC(=C2)C(C)(C)C)C 1-(4-(4-amino-7-methyl-7H-pyrrolo[2,3-d]pyrimidin-5-yl)phenyl)-3-(5-tert-butyl-isoxazol-3-yl)urea